N-((4-(3-cyclopropyl-1,2,4-oxadiazol-5-yl)bicyclo[2.2.2]octan-1-yl)methyl)-N-(3-(3-ethyl-2-oxo-2,3-dihydrooxazol-5-yl)phenyl)tetrahydro-2H-pyran-4-carboxamide C1(CC1)C1=NOC(=N1)C12CCC(CC1)(CC2)CN(C(=O)C2CCOCC2)C2=CC(=CC=C2)C2=CN(C(O2)=O)CC